FC1=C(C(=CC=C1)OC)C1=NC=CC(=N1)NC1=NC=C(C(=C1)N1CCC(CC1)C1(CC1)O)C=1C=NN(C1)C1CCOCC1 1-(1-(2-((2-(2-fluoro-6-methoxyphenyl)pyrimidin-4-yl)amino)-5-(1-(tetrahydro-2H-pyran-4-yl)-1H-pyrazol-4-yl)pyridin-4-yl)piperidin-4-yl)cyclopropan-1-ol